BrC1=CC=C(C=C1)[C@@]1([C@H](C1)CO)C#N (1R,2S)-1-(4-bromophenyl)-2-(hydroxymethyl)cyclopropane-1-carbonitrile